3-(4-(3-(8-fluoro-1-oxo-1,2-dihydroisoquinolin-3-yl)propionyl)piperazin-1-yl)benzonitrile FC=1C=CC=C2C=C(NC(C12)=O)CCC(=O)N1CCN(CC1)C=1C=C(C#N)C=CC1